OCCNCCCCCCCC(=O)OCCC#CCCC hept-3-yn-1-yl 8-((2-hydroxyethyl)amino)octanoate